ClC=1C(=C(C=CC1)NC=1C(=NN2C1C(NCC2)=O)C2=C1C(=NC=C2)SC=C1)OC 3-[(3-chloro-2-methoxyphenyl)amino]-2-[thieno[2,3-b]pyridin-4-yl]-5H,6H,7H-pyrazolo[1,5-a]pyrazin-4-one